3-(3-chloro-4-(9-(3-chlorobenzyl)-6-(1-methylcyclopropoxy)-9H-purin-8-yl)phenoxy)propanoic acid ClC=1C=C(OCCC(=O)O)C=CC1C=1N(C2=NC=NC(=C2N1)OC1(CC1)C)CC1=CC(=CC=C1)Cl